2-(6-(2-(3-methylbenzylidene)hydrazinyl)-2-morpholino-9H-purin-9-yl)-1-(o-tolyl)Ethan-1-one CC=1C=C(C=NNC2=C3N=CN(C3=NC(=N2)N2CCOCC2)CC(=O)C2=C(C=CC=C2)C)C=CC1